[2H]C([2H])([2H])S[2H] methanethiol-d4